2-amino-2-(4-cyclopropylphenyl)-N-((R)-1-(5-(trifluoromethyl)pyridin-3-yl)pyrrolidin-3-yl)acetamide NC(C(=O)N[C@H]1CN(CC1)C=1C=NC=C(C1)C(F)(F)F)C1=CC=C(C=C1)C1CC1